BrC1=C(N=CN1C)C(=O)OC methyl 5-bromo-1-methyl-1H-imidazole-4-carboxylate